3-(azetidin-3-yl)pyridin-4-ol methyl-2-cyano-2-(2-methyl-5-nitrophenyl)acetate CC(C(=O)OC1=C(C=NC=C1)C1CNC1)(C1=C(C=CC(=C1)[N+](=O)[O-])C)C#N